copper bisaspartate N[C@@H](CC(=O)[O-])C(=O)[O-].N[C@@H](CC(=O)[O-])C(=O)[O-].[Cu+4]